4-hydroxy-N-methyl-1-(3-methyl-2-(4-phenyl-1H-1,2,3-triazol-1-yl)butanoyl)pyrrolidine-2-carboxamide OC1CC(N(C1)C(C(C(C)C)N1N=NC(=C1)C1=CC=CC=C1)=O)C(=O)NC